N-[(1R)-1-[3-(difluoromethyl)-2-fluoro-phenyl]ethyl]-5-(1,2,3,6-tetrahydropyridin-4-yl)-1H-pyrrolo[3,2-b]pyridine-7-carboxamide FC(C=1C(=C(C=CC1)[C@@H](C)NC(=O)C1=C2C(=NC(=C1)C=1CCNCC1)C=CN2)F)F